(R)-1-(1-(4-fluorophenyl)-8-methoxy-9-(1-methyl-1H-pyrazol-3-yl)-5,6-dihydroimidazo[5,1-a]isoquinoline-3-carbonyl)-2-methylazetidine-2-carbonitrile FC1=CC=C(C=C1)C=1N=C(N2C1C1=CC(=C(C=C1CC2)OC)C2=NN(C=C2)C)C(=O)N2[C@](CC2)(C#N)C